CC=1C(=C(C=O)C=CC1C=1C=2N(C=C(C1)C1=CC=C(C=O)C=C1)C=C(N2)C2=CC=CC=C2)C dimethyl-4,4'-(2-phenylimidazo[1,2-a]pyridine-6,8-diyl)dibenzaldehyde